(S)-3-hydroxy-4-methoxy-N-(1-(5-phenyl-1,2,4-oxadiazol-3-yl)ethyl)picolinamide OC=1C(=NC=CC1OC)C(=O)N[C@@H](C)C1=NOC(=N1)C1=CC=CC=C1